Methyl 9-(1-(tetrahydro-2H-pyran-4-yl)-1H-pyrazol-4-yl)imidazo[2,1-f][1,6]naphthyridine-3-carboxylate O1CCC(CC1)N1N=CC(=C1)C=1C=NC=2C=CN3C(C2C1)=NC=C3C(=O)OC